4-(2-Methoxy-2-oxoethyl)cyclohexan-1-aminium chloride [Cl-].COC(CC1CCC(CC1)[NH3+])=O